NC=1C(=NC=C(N1)N1CCC2([C@@H]([C@@H](OC2)C)N)CC1)SC1=CC(=NC=C1)N1CCN(CC1)CC1=CC=C(C=C1)N1C(NC(CC1)=O)=O 1-(4-((4-(4-((3-amino-5-((3S,4S)-4-amino-3-methyl-2-oxa-8-azaspiro[4.5]decan-8-yl)pyrazin-2-yl)thio)pyridin-2-yl)piperazin-1-yl)methyl)phenyl)dihydropyrimidine-2,4(1H,3H)-dione